butyl hydrazinecarboxylate N(N)C(=O)OCCCC